2,3-bis(diphenylphosphino)Butane C1(=CC=CC=C1)P(C(C)C(C)P(C1=CC=CC=C1)C1=CC=CC=C1)C1=CC=CC=C1